(2E)-2-Methoxyimino-N-(1-methylcyclopropyl)-3-[(1-methylpyrazol-4-yl)methyl]-4-oxo-8-[(3R)-3,4-dimethylpiperazin-1-yl]-1H-quinazoline-6-sulphonamide CO\N=C\1/NC2=C(C=C(C=C2C(N1CC=1C=NN(C1)C)=O)S(=O)(=O)NC1(CC1)C)N1C[C@H](N(CC1)C)C